dehydro-L-Ascorbic Acid C([C@@H]([C@@H]1C(=O)C(=O)C(=O)O1)O)O